FC1(CNC(N(C1)[C@H](COC)C=1C=CC2=C(N=C(O2)[C@H](C2CCC(CC2)(F)F)NC(OC(C)(C)C)=O)C1)=O)F Tert-butyl ((S)-(5-((S)-1-(5,5-difluoro-2-oxotetrahydropyrimidin-1(2H)-yl)-2-methoxyethyl)benzo[d]oxazol-2-yl)(4,4-difluorocyclohexyl)methyl)carbamate